(2S,3S)-1,2-dimethylazetidin-3-amine CN1[C@H]([C@H](C1)N)C